(R)-4-(4-((1-(3-cyano-2-methylphenyl)ethyl)amino)-7-methoxy-2-methylquinazolin-6-yl)-4-Hydroxy-piperidine-1-carboxylic acid tert-butyl ester C(C)(C)(C)OC(=O)N1CCC(CC1)(O)C=1C=C2C(=NC(=NC2=CC1OC)C)N[C@H](C)C1=C(C(=CC=C1)C#N)C